O(I)I.[Bi].[I] iodine bismuth oxyiodide